N-((1R,2S)-2-Acrylamidocyclohexyl)-4-oxo-5-(4-phenoxyphenyl)-4,5-dihydro-3H-1-thia-3,5,8-triazaacenaphthylene-2-carboxamide C(C=C)(=O)N[C@@H]1[C@@H](CCCC1)NC(=O)C=1SC=2N=CC=C3N(C(NC1C23)=O)C2=CC=C(C=C2)OC2=CC=CC=C2